N-(2-(1H-pyrazol-1-yl)ethyl)-5-(3-chlorothien-2-yl)isoxazole-3-carboxamide N1(N=CC=C1)CCNC(=O)C1=NOC(=C1)C=1SC=CC1Cl